4-methyl-N-(phenylaminocarbonyl)benzenesulfonamide CC1=CC=C(C=C1)S(=O)(=O)NC(=O)NC1=CC=CC=C1